CON(C(CC(C)(C)NC(OC(C)(C)C)=O)=O)C tert-butyl 4-(methoxy (methyl) amino)-2-methyl-4-oxobutan-2-ylcarbamate